methyl-1,8-naphthyridin-4-one CC1=NC2=NC=CC=C2C(C1)=O